COC(=O)C1(CCC2(C(CC3=C(C(=CC=C23)F)Cl)C[C@H](CO)C)CC1)NC1=CC(=CC=C1)Cl (1R,4R)-4'-chloro-4-(3-chloroanilino)-5'-fluoro-2'-[(2R)-3-hydroxy-2-methylpropyl]-2',3'-dihydrospiro[cyclohexane-1,1'-indene]-4-carboxylic acid methyl ester